4-[2-methyl-5-(trifluoromethyl)-1,2,4-triazol-3-yl]benzonitrile CN1N=C(N=C1C1=CC=C(C#N)C=C1)C(F)(F)F